CN([Si](O[Si](O[SiH](C)C)(O[SiH](C)C)O[SiH](C)C)(C)C)C 1-dimethylamino-3,3-bis(dimethylsiloxy)-1,1,5,5-tetramethyltrisiloxane